FC(C1=C(OC2=CC(=CC=C2)OC2=C(C(=CC=C2)N2C(C=CC2=O)=O)C(F)(F)F)C=CC=C1N1C(C=CC1=O)=O)(F)F 1,3-bis(2-trifluoromethyl-3-maleimidophenoxy)benzene